C(C1=CC=CC=C1)N1C(C(=CC(=C1)C1=CC=CC=C1)C(CCC)=CCCC)=O benzyl-3-(oct-4-en-4-yl)-5-phenylpyridin-2(1H)-one